4-[3-(2-{2-[3-(3-carboxy-propionyl)-propoxyamino]-ethoxy}-ethoxy)-propylcarbamoyl]-butyric acid tert-butyl ester C(C)(C)(C)OC(CCCC(NCCCOCCOCCNOCCCC(CCC(=O)O)=O)=O)=O